N-benzyl-1,1-diphenylmethylamine C(C1=CC=CC=C1)NC(C1=CC=CC=C1)C1=CC=CC=C1